BrC1=CC(=C(C(=O)OC)C=C1OC)[N+](=O)[O-] methyl 4-bromo-5-methoxy-2-nitrobenzoate